[2H]C1=C(C(=C(C(=C1[2H])[2H])C2=CC=CC=C2)[2H])[2H] biphenyl-d5